FC(C1=C(\C=N\NC2=C3N=CN(C3=NC=N2)[C@@H]2O[C@@H]([C@H]([C@H]2O)O)CO)C=CC(=C1)C(F)(F)F)(F)F (2R,3R,4S,5R)-2-{6-{2-[(E)-2,4-bis(trifluoromethyl)benzylidene]hydrazino}-9H-purin-9-yl}-5-(hydroxymethyl)tetrahydrofuran-3,4-diol